(R)-1-methoxypropane-2-amine hydrochloride Cl.COC[C@@H](C)N